7-((S)-1-((2S,4r)-2-(aminomethyl)-6-oxo-5-oxa-7-azaspiro[3.4]octan-7-yl)ethyl)-3-(5,6-dihydroxypyridin-3-yl)-1H-indole-2-carboxylic acid NCC1CC2(C1)OC(N(C2)[C@@H](C)C=2C=CC=C1C(=C(NC21)C(=O)O)C=2C=NC(=C(C2)O)O)=O